CC1=NC(=NC=C1C#N)N1N=CC(=C1)CN1C[C@H](NCC1)C=1C(=C2COC(C2=CC1)=O)C (R)-4-methyl-2-(4-((3-(4-methyl-1-oxo-1,3-dihydroisobenzofuran-5-yl)piperazin-1-yl)methyl)-1H-pyrazol-1-yl)pyrimidine-5-carbonitrile